C(=O)(O)C1CC2=CC(=CC=C2CC1)OC1=C(C=CC=C1)C1=C(C(=CC(=C1)F)Cl)Cl 2-Carboxy-7-((2',3'-dichloro-5'-fluoro-[1,1'-biphenyl]-2-yl)oxy)-1,2,3,4-tetrahydronaphthalene